B(O)(O)OB(O)O.OC(C)(C)C(C)(C)O.OC(C)(C)C(C)(C)O bis(pinacol) diborate